Cl[Au-](Cl)(Cl)Cl.[Na+] sodium tetrachloro-gold (III)